1-(4-(2-bromoethoxy)phenyl)-5-(4-nitrophenyl)-1,4-pentadien-3-one BrCCOC1=CC=C(C=C1)C=CC(C=CC1=CC=C(C=C1)[N+](=O)[O-])=O